4-[(3R)-3-cyclopropylpiperazin-1-yl]-N-{8-fluoro-2-methylimidazo[1,2-a]pyridin-6-yl}-2-methylindazole-7-carboxamide C1(CC1)[C@@H]1CN(CCN1)C=1C2=CN(N=C2C(=CC1)C(=O)NC=1C=C(C=2N(C1)C=C(N2)C)F)C